C(C1=CC=CC=C1)OC1=NC(=CC=C1C1=C(C=C(C=C1F)N1CC(C1)OCC1=CC=CC=C1)F)OCC1=CC=CC=C1 2,6-bis(benzyloxy)-3-(4-(3-(benzyloxy)azetidin-1-yl)-2,6-difluorophenyl)pyridine